1-(2-bromo-4-chlorophenyl)ethanone BrC1=C(C=CC(=C1)Cl)C(C)=O